BrC=1C(=C(C(=CC1)OC)CC(=O)OCC)F ethyl 2-(3-bromo-2-fluoro-6-methoxyphenyl)acetate